gold(I) chloride [Au]Cl